COC1=CC=C(OC2=CC=C(C=C2)C2=NN(C3=NC=NC(=C32)N)C3CCNCC3)C=C1 3-(4-(4-methoxyphenoxy)phenyl)-1-(piperidin-4-yl)-1H-pyrazolo[3,4-d]pyrimidin-4-amine